2-[3-(4-bromophenyl)-1,2,4-oxadiazol-5-yl]-2-methylpropanamide BrC1=CC=C(C=C1)C1=NOC(=N1)C(C(=O)N)(C)C